ethyl (3S)-3-[(2R*)-2-(3-bromophenyl)-2-[5-chloro-2-oxo-4-(trifluoromethyl)pyridin-1-yl]acetamido]-3-[4-fluoro-2'-hydroxy-6'-methyl-5-(trifluoromethyl)-[1,1'-biphenyl]-3-yl]propanoate BrC=1C=C(C=CC1)[C@H](C(=O)N[C@@H](CC(=O)OCC)C=1C=C(C=C(C1F)C(F)(F)F)C1=C(C=CC=C1C)O)N1C(C=C(C(=C1)Cl)C(F)(F)F)=O |o1:7|